C(C)(C)(C)OC(=O)N1CC2=CC=C(C(=C2C1)Cl)I.NC1=CC(=C(C(=O)NC2=NC(=NC(=C2)C)N2CCC(CC2)(F)F)C=C1)N1CCC2(CC2)CC1 4-amino-N-(2-(4,4-difluoropiperidin-1-yl)-6-methylpyrimidin-4-yl)-2-(6-azaspiro[2.5]oct-6-yl)benzamide tert-butyl-4-chloro-5-iodo-1,3-dihydroisoindole-2-carboxylate